C1(CC1)C1=NN(C=N1)C1CC2(CN(C2)C(=O)N2CC3(C2)CNC3)C1 [6-(3-cyclopropyl-1,2,4-triazol-1-yl)-2-azaspiro[3.3]heptan-2-yl]-(2,6-diazaspiro[3.3]heptan-2-yl)methanone